methyl (E)-N-cyano-5-(((1S,3S,5S)-5-methyl-2-((4-phenoxybenzoyl)glycyl)-2-azabicyclo[3.1.0]hexane-3-carboxamido)methyl)thiophene-3-carbimidate C(#N)\N=C(\OC)/C1=CSC(=C1)CNC(=O)[C@H]1N([C@H]2C[C@]2(C1)C)C(CNC(C1=CC=C(C=C1)OC1=CC=CC=C1)=O)=O